O1C(=CC=C1)C1=NN2C(=NC=CC2=N1)C=1OC(=CC1)C 2-(furan-2-yl)-5-(5-methylfuran-2-yl)-[1,2,4]triazolo[1,5-c]pyrimidin